C(C)[C@@H]1N(C[C@H](N(C1)C(C)C1=NC2=C(N1CC)CCCC2)CC)C=2C=1C(N(C(C2)=O)C)=CN(N1)CC#N (7-((2S,5R)-2,5-diethyl-4-(1-(1-ethyl-4,5,6,7-tetrahydro-1H-benzo[d]imidazol-2-yl)ethyl)piperazin-1-yl)-4-methyl-5-oxo-4,5-dihydro-2H-pyrazolo[4,3-b]pyridin-2-yl)acetonitrile